4-[(3R)-3-(dimethylamino)pyrrolidin-1-yl]-2-ethyl-6-fluoro-N-{8-fluoro-2-methylimidazo[1,2-a]pyridin-6-yl}indazole-7-carboxamide CN([C@H]1CN(CC1)C=1C2=CN(N=C2C(=C(C1)F)C(=O)NC=1C=C(C=2N(C1)C=C(N2)C)F)CC)C